C(C)(C)(C)NC(NC1=CC2=C(N(C([C@H](O2)C)=O)CC2=CC(=CC=C2)C(F)(F)F)C=C1)=O 3-tert-butyl-1-[(2R)-2-methyl-3-oxo-4-{[3-(trifluoromethyl)phenyl]methyl}-2H-1,4-benzoxazin-7-yl]urea